C(C)(C)(C)OC(=O)N1CC(C1)C=1C=CC=2N(C1)N=C(N2)N 3-(2-amino-[1,2,4]triazolo[1,5-a]pyridin-6-yl)azetidine-1-carboxylic acid tert-butyl ester